C(C)SC1=C(N=C(N1C)C(=O)OC)C1=NC2=C(C=NC(=C2)C(F)(F)F)N1C methyl 5-(ethylsulfanyl)-1-methyl-4-[3-methyl-6-(trifluoromethyl)-3H-imidazo[4,5-c]pyridin-2-yl]-1H-imidazole-2-carboxylate